1-isopropyl-1H-pyrazole-5-carbonitrile C(C)(C)N1N=CC=C1C#N